4-(benzyloxy)tetrahydro-2H-pyran-4-carboxylic acid C(C1=CC=CC=C1)OC1(CCOCC1)C(=O)O